C(C)(C)(C)OC(=O)NCCCC[C@H](C)N1C(=NC2=C1C(=C(C=C2)Cl)C(N(C)C)=O)NC(=O)C=2C=C(C(=O)OC(C)(C)C)C=CC2 tert-butyl (S)-3-((1-(6-((tert-butoxycarbonyl)amino)hexan-2-yl)-6-chloro-7-(dimethylcarbamoyl)-1H-benzo[d]imidazol-2-yl)carbamoyl)benzoate